methyl 4-[3-(4-bromo-2,6-dimethylbenzoyl)-2,4-dihydro-1,3-benzoxazin-8-yl]-5-fluoro-2-(3-oxa-8-azabicyclo[3.2.1]octan-8-yl)benzoate BrC1=CC(=C(C(=O)N2COC3=C(C2)C=CC=C3C3=CC(=C(C(=O)OC)C=C3F)N3C2COCC3CC2)C(=C1)C)C